Cl.OC1=C(C=C2C=CC(N(C2=C1)C)=O)C=1N=NC(=CC1)N(C1CC(NC(C1)(C)C)(C)C)C 7-Hydroxy-1-methyl-6-(6-(methyl(2,2,6,6-tetramethylpiperidin-4-yl)amino)pyridazin-3-yl)quinolin-2(1H)-one hydrochloride salt